tert-Butyl 4-(2-(2-acetylhydrazine-1-carbonyl)-5-fluoropyrimidin-4-yl)piperazine-1-carboxylate C(C)(=O)NNC(=O)C1=NC=C(C(=N1)N1CCN(CC1)C(=O)OC(C)(C)C)F